[C@@H]12[C@@H](C[C@@H](CC1)C2)N (1R,2R,4S)-bicyclo[2.2.1]heptan-2-yl-amine